ClC1=C(C=C(C(=C1)Cl)Cl)SC(CCCNS(=O)(=O)C1=CC=C(C=C1)C)CCCC N-(4-((2,4,5-trichlorophenyl)thio)octyl)-4-methylbenzenesulfonamide